C(C)C(COC(CCCCCCCCC(CCCCCCCC)COC(CCCCCCCCCCC(CCCCCC)O)=O)=O)CCCC 10-(((12-Hydroxyoctadecanoyl)-oxy)methyl)octadecanoic acid-(2'-ethylhexyl) ester